(R)-tetrahydrofurfuryl alcohol C([C@H]1CCCO1)O